C(C)(C)C1=C(C(=CC(=C1)C(C)C)C(C)C)S(=O)O 2,4,6-triisopropyl-benzenesulfinic acid